CN1N=NC(=C1C)C1=CC=C(C(=N1)OC)NC(=O)C=1C(=NOC1C)C1=CC=CC=C1 N-(6-(1,5-Dimethyl-1H-1,2,3-triazol-4-yl)-2-methoxypyridin-3-yl)-5-methyl-3-phenylisoxazole-4-carboxamide